5-[(E)-5-[tert-butyl(dimethyl)silyl]oxy-2-methyl-pent-1-enyl]-4-[(3E)-3-methylhexa-3,5-dienyl]tetrahydrofuran-2-ol [Si](C)(C)(C(C)(C)C)OCCC/C(=C/C1C(CC(O1)O)CC\C(=C\C=C)\C)/C